C(#N)C(CNC=1C(=CC=C2C=CC(=CC12)C1=CC=CC(=N1)C(=O)NC1CC2CCCC(C1)N2C)OC)=C 6-{8-[(2-cyano-2-methylideneethyl)amino]-7-methoxynaphthalen-2-yl}-N-{9-methyl-9-azabicyclo[3.3.1]nonan-3-yl}pyridine-2-carboxamide